4-(2-((1H-imidazol-4-yl)methoxy)-4-methylphenyl)-1H-pyrazole N1C=NC(=C1)COC1=C(C=CC(=C1)C)C=1C=NNC1